4-piperidone acetate salt C(C)(=O)O.N1CCC(CC1)=O